bis-(2-hydroxypropyl)-dimethyl-ammonium methyl-sulfate COS(=O)(=O)[O-].OC(C[N+](C)(C)CC(C)O)C